N-(2,4-Difluorobenzyl)-2-(2,4-dimethoxybenzyl)-9-methoxy-1,8-dioxo-1,8-dihydro-2H-pyrido[1,2-a]pyrazine-7-carboxamide FC1=C(CNC(=O)C=2C(C(=C3N(C=CN(C3=O)CC3=C(C=C(C=C3)OC)OC)C2)OC)=O)C=CC(=C1)F